(S)-2-(3-(1,1-difluoro-1-(4-methyl-4H-1,2,4-triazol-3-yl)propan-2-yl)phenyl)-4-(trifluoromethyl)isoindolin-1-one FC([C@@H](C)C=1C=C(C=CC1)N1C(C2=CC=CC(=C2C1)C(F)(F)F)=O)(C1=NN=CN1C)F